1,1-bis(benzenesulfonyl) ethylene methyl 3-((2-amino-4-(3-amino-1H-indazol-5-yl)pyridine-3-yl)ethynyl)benzoate NC1=NC=CC(=C1C#CC=1C=C(C(=O)OC)C=CC1)C=1C=C2C(=NNC2=CC1)N.C1(=CC=CC=C1)S(=O)(=O)C(=C)S(=O)(=O)C1=CC=CC=C1